benzyl (R)-2-(((benzyloxy)carbonyl)amino)-3-(thieno[3,2-b]pyridine-2-carboxamido)propanoate C(C1=CC=CC=C1)OC(=O)N[C@@H](C(=O)OCC1=CC=CC=C1)CNC(=O)C1=CC2=NC=CC=C2S1